N1(C=NC=C1)C(=O)OC(C(F)F)(C)C 1,1-difluoro-2-methylpropan-2-yl 1H-imidazole-1-carboxylate